C(C)(C)(C)OC(=O)N1C[C@H]([C@H](C1)C)OC=1C=C2CN(C(C2=CC1)=O)C1C(N(C(CC1)=O)CC1=CC=C(C=C1)OC)=O (3s,4s)-3-[2-[1-[(4-methoxyphenyl)methyl]-2,6-dioxo-3-piperidinyl]-1-oxo-isoindolin-5-yl]oxy-4-methyl-pyrrolidine-1-carboxylic acid tert-butyl ester